N(=[N+]=[N-])C1=CC=C(C=N1)CNC1=C2N=CN(C2=NC(=N1)C=1C=NC=CC1)CC N-((6-azidopyridin-3-yl)methyl)-9-ethyl-2-(pyridin-3-yl)-9H-purin-6-amine